1-(3-cyanophenyl)-N-(5-(3-cyclopropyl-1-(2-oxopyridin-1(2H)-yl)propyl)-2-fluorophenyl)-3-(trifluoromethyl)-1H-pyrazole-5-carboxamide C(#N)C=1C=C(C=CC1)N1N=C(C=C1C(=O)NC1=C(C=CC(=C1)C(CCC1CC1)N1C(C=CC=C1)=O)F)C(F)(F)F